5-oxo-5,6,7,8-tetrahydronaphthalene O=C1C=2C=CC=CC2CCC1